CC=1N=C2N(N=C(C=C2C)C2NC=C3C(=N2)SC(=C3)C3CCNCC3)C1 2-(2,8-dimethylimidazo[1,2-b]pyridazin-6-yl)-6-(4-piperidyl)-3H-thieno[2,3-d]pyrimidin